tert-butyl 4-[2-[1,3-dioxo-5-(trifluoromethyl)isoindolin-2-yl]-6-methyl-4-pyridyl]benzoate O=C1N(C(C2=CC(=CC=C12)C(F)(F)F)=O)C1=NC(=CC(=C1)C1=CC=C(C(=O)OC(C)(C)C)C=C1)C